NNNCCCCCCCCCC triazatridecan